COCC1=NN(C(=C1)C(=O)NC1=NNC(=C1)[C@H]1C[C@H](CC1)CC=1SC(=CN1)C)C |o1:16,18| rel-3-(methoxymethyl)-1-methyl-N-(5-((1R,3S)-3-((5-methylthiazol-2-yl)methyl)cyclopentyl)-1H-pyrazol-3-yl)-1H-pyrazole-5-carboxamide